3-[4-(2-aminoethoxy)-2-[4-(trifluoromethyl)anilino]-3-pyridyl]-4H-1,2,4-oxadiazol-5-one NCCOC1=C(C(=NC=C1)NC1=CC=C(C=C1)C(F)(F)F)C1=NOC(N1)=O